NCC(O)C=1C=CC(=NC1)C1=C(C=C(C#N)C=C1)OC=1N(N=C(C1)C1=NC=CC=C1)C 4-[5-(2-amino-1-hydroxyethyl)pyridin-2-yl]-3-(2-methyl-5-pyridin-2-ylpyrazol-3-yl)oxybenzonitrile